O=C1N(C(C=C(N1)C(F)(F)F)=O)C1=CC(=C(C#N)C=C1C)OC1=C(C=CC=C1)C 4-[2,6-Dioxo-4-(trifluoromethyl)-3,6-dihydropyrimidin-1(2H)-yl]-5-methyl-2-(2-methylphenoxy)benzonitrile